FC(C1=NN=C(S1)N1N=CC2=C(C=C(C=C12)S(=O)(=O)NC1(CC1)C)N1C[C@@H](N[C@@H](C1)C)C)F 1-(5-(difluoromethyl)-1,3,4-thiadiazol-2-yl)-4-((3s,5r)-3,5-dimethylpiperazin-1-yl)-N-(1-methylcyclopropyl)-1H-indazole-6-sulphonamide